5-cyclopropyl-2-((3-(tetrahydro-2H-pyran-4-yl)-2-(2,2,2-trifluoroethoxy)phenyl)amino)nicotinic acid C1(CC1)C=1C=NC(=C(C(=O)O)C1)NC1=C(C(=CC=C1)C1CCOCC1)OCC(F)(F)F